C(=O)C1=CC=C2CCN=CC2=C1 7-formyl-3,4-dihydroisoquinoline